2-[4-[(E)-3-(4-Fluorophenyl)prop-2-enoyl]phenoxy]acetic acid FC1=CC=C(C=C1)/C=C/C(=O)C1=CC=C(OCC(=O)O)C=C1